4-bromo-N-(7-(4,4-difluoropiperidin-1-yl)furo[2,3-c]pyridin-5-yl)-2-(spiro[2.5]oct-5-en-6-yl)benzamide BrC1=CC(=C(C(=O)NC=2C=C3C(=C(N2)N2CCC(CC2)(F)F)OC=C3)C=C1)C1=CCC3(CC3)CC1